CN1C(C(=CC2=C1C(=NNC2=O)C)C2CCOCC2)=O 1,8-dimethyl-3-tetrahydropyran-4-yl-6H-pyrido[2,3-d]pyridazine-2,5-dione